C(C)(C)(C)OOC1(CCC(CC1)C(C)(C)C1CCC(CC1)(OOC(C)(C)C)OOC(C)(C)C)OOC(C)(C)C 2,2-bis(4,4-bis(tert-butylperoxy)cyclohexyl)propane